2-(2,6-dimethylpyridin-4-yl)-3-isopropyl-5-(1-((1-isopropylpyrrolidin-3-yl)methyl)piperidin-4-yl)-1H-indole CC1=NC(=CC(=C1)C=1NC2=CC=C(C=C2C1C(C)C)C1CCN(CC1)CC1CN(CC1)C(C)C)C